C12C=CC(C=C1)C2 bicyclo(2.2.1)hepta-2,5-diene